(4Z,7Z)-4,7-decadiene CCC\C=C/C\C=C/CC